C(CC)(=O)[O-].[Ca+2].C(#N)C=1C=C2C(=CC=NC2=CC1)NC1=CC=C(C(=O)NC2=CC(=C(C=C2)NC2=CC=NC=C2)F)C=C1.C(CC)(=O)[O-] 4-(6-Cyanoquinolin-4-ylamino)-N-(3-fluoro-4-(pyridin-4-ylamino)phenyl)benzamide Calcium propionat